Allyl 5-((diethoxyphosphoryl)fluoromethyl)benzo[b]thiophene-2-carboxylate C(C)OP(=O)(OCC)C(C1=CC2=C(SC(=C2)C(=O)OCC=C)C=C1)F